6-Chloro-4-(1-(4-(dimethylamino)cyclohexane-1-carbonyl)piperidin-4-yl)-1-methyl-1,4-dihydropyrido[2,3-b]pyrazine-2,3-dione ClC=1C=CC2=C(N(C(C(N2C)=O)=O)C2CCN(CC2)C(=O)C2CCC(CC2)N(C)C)N1